CC1=CC=NC2=C(C=C(C=C12)C1=CC=CC=C1)C1=CC=CC=C1 4-methyl-6,8-diphenyl-quinoline